methyl 3-(3-(1-(2,6-bis(benzyloxy)pyridin-3-yl)-3-methyl-2-oxo-2,3-dihydro-1H-benzo[d]imidazol-5-yl)phenyl)propanoate C(C1=CC=CC=C1)OC1=NC(=CC=C1N1C(N(C2=C1C=CC(=C2)C=2C=C(C=CC2)CCC(=O)OC)C)=O)OCC2=CC=CC=C2